BrC(CBr)C1=CC=C(C=C1)C(CBr)Br 1,4-bis(1,2-dibromoethyl)benzene